(rac)-1-(4-bromo-5-ethyl-1-methyl-1H-pyrazol-3-yl)but-3-en-1-ol BrC=1C(=NN(C1CC)C)[C@@H](CC=C)O |r|